C(C)(C)(C)OC(=O)N[C@H](C(=O)NC=1C(N(C=CC1)CC1=NC2=C(N1C(=O)OC(C)(C)C)C=CC=C2OC2=C(C=C(C=C2)F)F)=O)CC\C=C\C(=O)N(C)C (S,E)-tert-butyl 2-((3-(2-((tert-butoxycarbonyl)amino)-7-(dimethylamino)-7-oxohept-5-enamido)-2-oxopyridin-1(2H)-yl)methyl)-4-(2,4-difluorophenoxy)-1H-benzo[d]imidazole-1-carboxylate